2,6-dimethylphenoxy(cyclopentadiene) titanium dichloride [Cl-].[Cl-].[Ti+2].CC1=C(OC2=CC=CC2)C(=CC=C1)C